3,3-Dioxo-4,5-dihydro-2H-benzo[f][1,3,4]oxthiazepine O=S1(COC2=C(CN1)C=CC=C2)=O